N-ethyl-2-(4-hydroxytetrahydro-2H-pyran-4-yl)-2-mercapto-N-phenylacetamide C(C)N(C(C(S)C1(CCOCC1)O)=O)C1=CC=CC=C1